propyl α-dimethylmethoxysilylpropionate C[Si](C(C(=O)OCCC)C)(OC)C